(R)-2-((6-fluoro-2-methylpyridin-3-yl)oxy)-N-(3-(N-glycyl-S-methylamino-sulfinyl)phenyl)-4-methyl-5-(trifluoromethyl)nicotinamide FC1=CC=C(C(=N1)C)OC1=C(C(=O)NC2=CC(=CC=C2)[S@@](=O)N(C(CN)=O)C)C(=C(C=N1)C(F)(F)F)C